N1,N1-dimethyl-N2-(2-(thiophen-3-yl)quinazolin-4-yl)ethane-1,2-diamine CN(CCNC1=NC(=NC2=CC=CC=C12)C1=CSC=C1)C